tert-butyl ((1R,4s)-4-(2-(2-(2-((2S,3S)-1-methyl-5-oxo-2-(pyridin-3-yl) pyrrolidine-3-carboxamido)ethoxy)ethoxy)acetamido)cyclohexane-1-carbonyl)glycinate CN1[C@@H]([C@H](CC1=O)C(=O)NCCOCCOCC(=O)NC1CCC(CC1)C(=O)NCC(=O)OC(C)(C)C)C=1C=NC=CC1